2-Hydroxytetradecanoic acid OC(C(=O)O)CCCCCCCCCCCC